C(CCCCCCC\C=C/CCCCCCCC)(=O)O.C(CCCCCCC\C=C/CCCCCCCC)(=O)O.C(CCN)N 1,3-propanediamine dioleate